NC1=C(C#N)C=C(C(=N1)C1=CC=C(C=C1)F)C=1C=C2C(=CC=NC2=CC1)C 2-amino-6-(4-fluorophenyl)-5-(4-methylquinolin-6-yl)nicotinonitrile